COC([C@@H](NC(=O)OC(C)(C)C)CCCN(C(N)=N)[N+](=O)[O-])=O N-Boc-N'-nitro-L-arginine methyl ester